1-((4-(tert-butoxycarbonyl)phenyl)methylcarbamoyl)-5-(2-(methyloxy)-N-methylacetamido)-3,4-dihydroisoquinoline-2(1H)-carboxylic acid tert-butyl ester C(C)(C)(C)OC(=O)N1C(C2=CC=CC(=C2CC1)N(C(COC)=O)C)C(NCC1=CC=C(C=C1)C(=O)OC(C)(C)C)=O